C(C)(C)(C)OC(=O)N1CC(C1)N1C=C(C2=C1N=CN=C2N)C2=C(C=C(C=C2)NC(=O)C2=C1N(N(C2=O)C2=CC=CC=C2)CCC1)F 3-(4-amino-5-(2-fluoro-4-(2-oxo-1-phenyl-2,4,5,6-tetrahydro-1H-pyrrolo[1,2-b]pyrazole-3-carboxamido)phenyl)-7H-pyrrolo[2,3-d]pyrimidin-7-yl)azetidine-1-carboxylic acid tert-butyl ester